CN([C@@H](CS)C(=O)O)CC1=CC=CC=C1 methylbenzyl-L-cysteine